ClC1=NN2C(N=CC3=C2[C@@](CN3C(=O)NC3=NC=NC(=C3)C(F)F)(C(F)(F)F)C)=C1 (R)-2-chloro-N-(6-(difluoromethyl)pyrimidin-4-yl)-8-methyl-8-(trifluoromethyl)-7,8-dihydro-6H-pyrazolo[1,5-a]pyrrolo[2,3-e]pyrimidine-6-carboxamide